3-(4-n-butylcyclohex-1-en-1-yl)-2-methylpropanaldehyde C(CCC)C1CC=C(CC1)CC(C=O)C